O1-Benzyl O3-methyl 4,4-dimethylpyrrolidine-1,3-dicarboxylate CC1(C(CN(C1)C(=O)OCC1=CC=CC=C1)C(=O)OC)C